N,N'-bis(salicylidene)-1,2-phenylenediaminocobalt(ii) monohydrate C1=CC=C(C(=C1)C=NC2=CC=CC=C2N=CC3=CC=CC=C3O)O.O.[Co]